1-[2-chloro-4-(trifluoromethyl)phenyl]-4-{2'-ethoxy-[2,3'-bipyridin]-5-yl}-N-[(3S)-1-methylpyrrolidin-3-yl]piperidine-4-carboxamide ClC1=C(C=CC(=C1)C(F)(F)F)N1CCC(CC1)(C(=O)N[C@@H]1CN(CC1)C)C=1C=CC(=NC1)C=1C(=NC=CC1)OCC